2,4,6-tris(difluoromethyl)-1,3,5-triazine FC(C1=NC(=NC(=N1)C(F)F)C(F)F)F